2-(1-(6-amino-9H-purin-9-yl)ethyl)-3-(2-fluorophenyl)-4H-chromen-4-one NC1=C2N=CN(C2=NC=N1)C(C)C=1OC2=CC=CC=C2C(C1C1=C(C=CC=C1)F)=O